CC1=CC=CC(=N1)C1=NC=CC(=N1)NC1=NC(=NC=C1)NC1=CC=C(C=C1)S(=O)(=O)N1CCOCC1 N4-[2-(6-methyl-2-pyridyl)pyrimidin-4-yl]-N2-(4-morpholinosulfonylphenyl)pyrimidine-2,4-diamine